ClC1=C(C#N)C=CC(=C1)[C@@H]1[C@H](C1)C=1C=2N(N=C(C1)C=1C(NC(NC1)=O)=O)C=CN2 2-chloro-4-((1S,2S)-2-(6-(2,4-dioxo-1,2,3,4-tetrahydropyrimidin-5-yl)imidazo[1,2-b]pyridazin-8-yl)cyclopropyl)benzonitrile